tert-butyl 6-[4-(3,4-dichloro-2-fluoro-anilino)pyrido[3,2-d]pyrimidin-6-yl]-1,6-diazaspiro[3.3]heptane-1-carboxylate ClC=1C(=C(NC=2C3=C(N=CN2)C=CC(=N3)N3CC2(CCN2C(=O)OC(C)(C)C)C3)C=CC1Cl)F